FC([C@@H](CCC1CCC(CC1)OC1=C(C(=CC=C1)O)C)N1CCN(CC1)C(=O)OC(C)(C)C)(F)F tert-butyl 4-((R)-1,1,1-trifluoro-4-((1r,4S)-4-(3-hydroxy-2-methylphenoxy)cyclohexyl)butan-2-yl)piperazine-1-carboxylate